C(C(C)C)OC=C isobutyl-vinylether